tert-Butyl 4-[(2-{cyclooctyl[(3-methylisoxazole-4-carbonyl)amino]methyl}-7-methoxy-3H-benzimidazol-5-yl)methyl]piperazine-1-carboxylate C1(CCCCCCC1)C(C=1NC2=C(N1)C(=CC(=C2)CN2CCN(CC2)C(=O)OC(C)(C)C)OC)NC(=O)C=2C(=NOC2)C